ClC=1N=NC(=CC1C)Cl 3,6-dichloro-4-methyl-pyridazine